C(CCC)N(C=1C=C(C=CC1)C1=CC=CC=C1)CCCC N,N-dibutyl-[1,1'-biphenyl]-3-amine